BrCC\C=C\CCCCCCCC(OCCCCCCCCCC)OCCCCCCCCCC (3E)-1-bromo-12,12-didecanyloxy-3-dodecene